rac-(1r,5r,6s,z)-N'-hydroxy-3-(isoquinolin-7-yl)bicyclo[3.1.0]hex-2-ene-6-carboxamidine O\N=C(/N)\[C@H]1[C@@H]2CC(=C[C@H]12)C1=CC=C2C=CN=CC2=C1 |r|